methyl (2S)-2-(tert-butoxycarbonylamino)-3-tetrahydrofuran-3-yl-propanoate C(C)(C)(C)OC(=O)N[C@H](C(=O)OC)CC1COCC1